C(C)(C)C=1C(=CC(=C(C(=O)O)C1)OCOC)OCOC 5-isopropyl-2,4-bis(methoxymethoxy)benzoic acid